CN1C2=C(CC[C@H](C1=O)NC(=O)C1=NC=CC(=N1)C1=CC=CC=C1)C=CC(=C2)CN2CCN(CC2)C2=CC=NC=C2 |r| (±)-N-(1-Methyl-2-oxo-8-((4-(pyridin-4-yl)piperazin-1-yl)methyl)-2,3,4,5-tetrahydro-1H-benzo[b]azepin-3-yl)-4-phenylpyrimidine-2-carboxamid